C(C)OC(=O)C=1NC2=C(C(=CC=C2C1CCCOC1=CC=CC2=CC=CC=C12)Cl)C=1C(=NN(C1CC)C)C1N(CCCC1)C(=O)OC(C)(C)C 7-(3-(1-(tert-Butoxycarbonyl)piperidin-2-yl)-5-ethyl-1-methyl-1H-pyrazol-4-yl)-6-chloro-3-(3-(naphthalen-1-yloxy)propyl)-1H-indole-2-carboxylic acid ethyl ester